11-chloroeicosane ClC(CCCCCCCCCC)CCCCCCCCC